1,6-dipiperidinyl-hexane N1(CCCCC1)CCCCCCN1CCCCC1